6-(1-(4-isopropylphenoxy)ethyl)-1,1,2,4,4,7-hexamethyl-1,2,3,4-tetrahydronaphthalene C(C)(C)C1=CC=C(OC(C)C=2C=C3C(CC(C(C3=CC2C)(C)C)C)(C)C)C=C1